methyl (S)-3-(1-ethyl-4-methyl-1H-benzo[d][1,2,3]triazol-5-yl)-3-(5-(hydroxymethyl)-1-methyl-1H-pyrazol-3-yl)-2,2-dimethylpropanoate C(C)N1N=NC2=C1C=CC(=C2C)[C@@H](C(C(=O)OC)(C)C)C2=NN(C(=C2)CO)C